ClC1=C(C=CC(=C1)Cl)CN1OCC(C1=O)(C)C 2-[(2,4-dichlorophenyl)methyl]-4,4-dimethyl-isoxazolone